CN(C)CC1CN(CCO1)C1=CC=C(C=C1)[N+](=O)[O-] N,N-dimethyl-1-(4-(4-nitrophenyl)morpholin-2-yl)methylamine